tert-butyl 3-ethyl-4-[[6-[3-(2-methoxy-4-methylsulfonyl-anilino)prop-1-ynyl]-1-(2,2,2-trifluoroethyl) benzimidazole-4-carbonyl]amino]piperidine-1-carboxylate C(C)C1CN(CCC1NC(=O)C1=CC(=CC=2N(C=NC21)CC(F)(F)F)C#CCNC2=C(C=C(C=C2)S(=O)(=O)C)OC)C(=O)OC(C)(C)C